(S)-N-(8,9-Difluoro-6-oxo-1,4,5,6-tetrahydro-2H-pyrano[3,4-c]isoquinolin-1-yl)-N-methyl-3-(trifluoromethyl)-1H-pyrazole-5-carboxamide FC=1C(=CC=2C3=C(NC(C2C1)=O)COC[C@H]3N(C(=O)C3=CC(=NN3)C(F)(F)F)C)F